zinc zinc diphosphinate [PH2]([O-])=O.[PH2]([O-])=O.[Zn+2].[Zn+2]